2-(5-Methoxy-1-benzo-furan-2-yl)-N-methyl-imidazo[1,2-a]pyridin-3-amine COC=1C=CC2=C(C=C(O2)C=2N=C3N(C=CC=C3)C2NC)C1